C(C1=CC=CC=C1)OCCC=1OC2=C(C(=NC=C2)NCC2=NC=CC=C2F)N1 2-(2-(benzyloxy)ethyl)-N-((3-fluoropyridin-2-yl)methyl)oxazolo[4,5-c]pyridin-4-amine